6-nitro-2-cyclohexyl-isoindoline-1-one [N+](=O)([O-])C1=CC=C2CN(C(C2=C1)=O)C1CCCCC1